ClC=1C(=C(C=CC1)CC1N(CC(C1NS(N(C)C)(=O)=O)F)C(=O)Cl)F (3-chloro-2-fluorophenyl-methyl)-3-[(dimethylsulfamoyl)amino]-4-fluoropyrrolidine-1-carbonyl Chloride